NC1=CC=CC(=N1)S(=O)(=O)NC(=O)C=1C(=NC(=CC1)C1=C(C=C(C=C1)F)F)OC1=C(C=C(C=C1C)C)C N-[(6-Amino-2-pyridyl)sulfonyl]-6-(2,4-difluorophenyl)-2-(2,4,6-trimethylphenoxy)pyridin-3-carboxamid